C(C)N1C2=C([C@H]([C@@H](C1=O)NC(C1=CC(=CC=C1)C(F)(F)F)=O)C1=C3CNCC3=CC=C1)C=NN2C2=CC=CC=C2 |r| rac-N-((4R,5S)-7-ethyl-4-(isoindolin-4-yl)-6-oxo-1-phenyl-4,5,6,7-tetrahydro-1H-pyrazolo[3,4-b]pyridin-5-yl)-3-(trifluoromethyl)benzamide